(Z)-1,3-bis((2-(2-ethoxyethoxy)ethoxy)methylene)cyclohexane C(C)OCCOCCOC=C1C\C(\CCC1)=C/OCCOCCOCC